NC1=C(C(=NN1C)C1CC2CC(CC2C1)(CNC(C(F)(F)F)=O)O)C(=O)NC1=CC(=C(C=C1)F)Cl 5-amino-N-(3-chloro-4-fluorophenyl)-3-(5-hydroxy-5-((2,2,2-trifluoroacetamido)methyl)octahydropentalen-2-yl)-1-methyl-1H-pyrazole-4-carboxamide